5-chloro-2-(difluoromethyl)-N-((1r,4r)-4-((3-(3-fluoro-2-methoxy-6-methylpyridin-4-yl)-3-hydroxy-2-oxoindolin-1-yl)methyl)cyclohexyl)nicotinamide ClC=1C=NC(=C(C(=O)NC2CCC(CC2)CN2C(C(C3=CC=CC=C23)(O)C2=C(C(=NC(=C2)C)OC)F)=O)C1)C(F)F